3-(4-(6-chloro-2-((5-chloro-1-(2,2-difluoroethyl)-1H-pyrazol-4-yl)amino)quinazolin-7-yl)piperidin-1-yl)tetrahydrothiophene ClC=1C=C2C=NC(=NC2=CC1C1CCN(CC1)C1CSCC1)NC=1C=NN(C1Cl)CC(F)F